sucrose tetralaurate CCCCCCCCCCCC(=O)OC[C@@H]1[C@H]([C@@H]([C@](O1)(COC(=O)CCCCCCCCCCC)O[C@@H]2[C@@H]([C@H]([C@@H]([C@H](O2)CO)O)O)O)OC(=O)CCCCCCCCCCC)OC(=O)CCCCCCCCCCC